(1S,2S)-N-(6-(5-chloro-7-(1-(ethylamino)-1-oxopropan-2-yl)-6-fluoro-1H-indazol-4-yl)imidazo[1,2-a]pyrazin-2-yl)-2-fluorocyclopropane-1-carboxamide ClC=1C(=C2C=NNC2=C(C1F)C(C(=O)NCC)C)C=1N=CC=2N(C1)C=C(N2)NC(=O)[C@H]2[C@H](C2)F